(E)-5-(5-methoxy-2-(triethylsiloxy)styryl)-1,3-benzenediol COC=1C=CC(=C(/C=C/C=2C=C(C=C(C2)O)O)C1)O[Si](CC)(CC)CC